5-bromo-2-(piperazin-1-yl)pyrimidine BrC=1C=NC(=NC1)N1CCNCC1